4-(4-((3-(7-(((Z)-3-fluoro-1-methylpiperidin-4-yl)amino)-3-(2,2,2-trifluoroethyl)benzo[b]thiophen-2-yl)prop-2-yn-1-yl)amino)-3-methoxyphenyl)-1-methyl-1,4-azaphosphinane 4-oxide FC1CN(CCC1NC1=CC=CC2=C1SC(=C2CC(F)(F)F)C#CCNC2=C(C=C(C=C2)P2(CCN(CC2)C)=O)OC)C